2-methylhexahydro-4H-pyrazino[1,2-a]pyrazine-4,7(6H)-dione CN1CC2N(C(C1)=O)CC(NC2)=O